FC=1N=C2N(C=CC=C2)C1 fluoroimidazo[1,2-a]pyridin